tert-butyl 1-(6-chloro-3-(7-fluorobenzofuran-5-yl)pyrazin-2-yl)piperidine-4-carboxylate ClC1=CN=C(C(=N1)N1CCC(CC1)C(=O)OC(C)(C)C)C=1C=C(C2=C(C=CO2)C1)F